2-[[5-(4-cyclopropyl-6-methoxy-pyrimidin-5-yl)-3-[[4-[1-isopropyl-4-(trifluoromethyl)imidazol-2-yl]phenyl]methyl]pyrazolo[4,3-d]pyrimidin-1-yl]methoxy]ethyl-trimethyl-silane C1(CC1)C1=NC=NC(=C1C=1N=CC2=C(N1)C(=NN2COCC[Si](C)(C)C)CC2=CC=C(C=C2)C=2N(C=C(N2)C(F)(F)F)C(C)C)OC